The molecule is a glutamyl-L-amino acid obtained by formal condensation of the gamma-carboxy group of glutamic acid with the amino group of glycine. It has a role as a human metabolite. It is a conjugate acid of a gamma-Glu-Gly(1-). C(CC(=O)NCC(=O)O)[C@@H](C(=O)O)N